N-[(1S)-1-(dicyclopropylmethyl)-2-[[5-(4-ethyl-1-oxido-pyridin-1-ium-3-yl)-6-fluoro-2-pyridyl]amino]-2-oxo-ethyl]-2-isopropyl-pyrazole-3-carboxamide C1(CC1)C([C@@H](C(=O)NC1=NC(=C(C=C1)C=1C=[N+](C=CC1CC)[O-])F)NC(=O)C=1N(N=CC1)C(C)C)C1CC1